(Z)-3,7-di-methylnon-6-en-1-yn-3-ol CC(C#C)(CC\C=C(/CC)\C)O